5-nitro-3-(5,5-dimethyl-1,3-dioxan-2-yl)-2-oxoindol [N+](=O)([O-])C1=CC2=C(C(N=C2C=C1)=O)C1OCC(CO1)(C)C